cis-5-(1,1-difluoropropyl)-7-fluoro-6,7-dihydro-5H-pyrrolo[1,2-b][1,2,4]triazole-2-carboxylic acid FC(CC)(F)[C@@H]1C[C@@H](C=2N1N=C(N2)C(=O)O)F